CN(C)C1=CC=[NH+]C=C1 4-(N,N-dimethylamino)pyridinium